FC=1C=NC=C2C(=CC=NC12)OC1=CC=C(C=C1)C=1C=NN(C1)CC(=O)N(C)C 2-{4-[4-(8-fluoro-[1,6]naphthyridin-4-yloxy)-phenyl]-pyrazol-1-yl}-N,N-dimethyl-acetamide